(E)-3-(3,4-dimethoxy-phenyl)-N-(1H-pyrazol-3-yl)-N-tetrahydrothiophen-3-yl-prop-2-enamide COC=1C=C(C=CC1OC)/C=C/C(=O)N(C1CSCC1)C1=NNC=C1